N-[[6-[(2-phenylacetyl)amino]-2-pyridyl]sulfonyl]-6-[1-(2-phenylacetyl)-3,6-dihydro-2H-pyridin-5-yl]-2-[(4S)-2,2,4-trimethylpyrrolidin-1-yl]pyridine-3-carboxamide C1(=CC=CC=C1)CC(=O)NC1=CC=CC(=N1)S(=O)(=O)NC(=O)C=1C(=NC(=CC1)C1=CCCN(C1)C(CC1=CC=CC=C1)=O)N1C(C[C@@H](C1)C)(C)C